N-(cyclopropylamino)-6-((3-(5-methoxymethylisoxazol-3-yl)-[1,2,4]triazolo[3,4-a]phthalazin-6-oxy)methylene)nicotinamide C1(CC1)NNC(C1=CNC(C=C1)=COC1=NN2C(C3=CC=CC=C13)=NN=C2C2=NOC(=C2)COC)=O